COCCOCCOC(CI)=O 2-(2-Methoxyethoxy)ethyliodoacetat